(R)-N-(1-(4-((2-fluoro-3-methyl-4-((1-methyl-1H-benzo[d][1,2,3]triazol-5-yl)oxy)phenyl)amino)pyrido[3,2-d]pyrimidin-6-yl)-3-methylpyrrolidin-3-yl)acrylamide FC1=C(C=CC(=C1C)OC1=CC2=C(N(N=N2)C)C=C1)NC=1C2=C(N=CN1)C=CC(=N2)N2C[C@](CC2)(C)NC(C=C)=O